FC1=C(N(C=C1)C1=CC=C(C=C1)C(F)(F)F)C1=CC=C(C=C1)OC 3-fluoro-2-(4-methoxyphenyl)-1-(4-(trifluoromethyl)phenyl)-1H-pyrrole